N-((3-fluoropyridin-2-yl)methyl)-2-(2-((2-(5-phenyl-1H-benzo[d]imidazol-2-yl)ethyl)amino)ethyl)oxazole-4-carboxamide FC=1C(=NC=CC1)CNC(=O)C=1N=C(OC1)CCNCCC1=NC2=C(N1)C=CC(=C2)C2=CC=CC=C2